C(C)N(CCO)C1=CC(=C(C=C1)N=NC=1SC(=CN1)[N+](=O)[O-])C 2-[ethyl-[3-methyl-4-[(5-nitrothiazol-2-yl)azo]phenyl]amino]ethanol